Cl\C(=C/F)\C(F)(F)F (Z)-2-Chloro-1,3,3,3-tetrafluoropropene